IC=1N=C(NC1C)C1=NC=CC(=C1)C=1C=NC=C(C1)N1CCOCC1 2'-(4-Iodo-5-methyl-1H-imidazol-2-yl)-5-morpholin-4-yl-3,4'-bipyridine